Cl.ClC12CC(C1)(C2)N 3-chlorobicyclo[1.1.1]pentane-1-amine hydrochloride